2-amino-N-{(1S,2S)-2-[(4-{(1S)-1-[4-(2-hydroxyethyl)piperazin-1-yl]-2,3-dihydro-1H-inden-5-yl}phenyl)methoxy]cyclopentyl}-4-methoxy-5-(1-methyl-1H-pyrazol-4-yl)pyridine-3-carboxamide NC1=NC=C(C(=C1C(=O)N[C@@H]1[C@H](CCC1)OCC1=CC=C(C=C1)C=1C=C2CC[C@@H](C2=CC1)N1CCN(CC1)CCO)OC)C=1C=NN(C1)C